4-cyano-N-[4-(3-cyanophenyl)-5-(2,6-dimethyl-4-pyridyl)thiazol-2-yl]-4-methoxy-piperidine-1-carboxamide C(#N)C1(CCN(CC1)C(=O)NC=1SC(=C(N1)C1=CC(=CC=C1)C#N)C1=CC(=NC(=C1)C)C)OC